OC1(CCC(CC1)CNC(OCC1=CC=CC=C1)=O)C benzyl ((4-hydroxy-4-methylcyclohexyl)methyl)carbamate